CC1=CC=CC=2N(C3=CC=CC(=C3C12)C)C1=C(C#N)C(=CC(=C1)C1=NC(=CC=C1)C1=CC=CC=C1)N1C2=CC=CC(=C2C=2C(=CC=CC12)C)C 2,6-bis(4,5-dimethyl-9H-carbazol-9-yl)-4-(6-phenylpyridin-2-yl)benzonitrile